(2,4-Dichlorophenoxy)benzeneacetic acid ClC1=C(OC2=C(C=CC=C2)CC(=O)O)C=CC(=C1)Cl